C(#N)C=1C(=C(C=CC1)C1=CC=CC=C1)NC(=O)N1CCC(CC1)(C)C1=NOC(=N1)[C@H]1[C@H](C1)F N-(3-cyano-[1,1'-biphenyl]-2-yl)-4-(5-((1S,2S)-2-fluorocyclopropyl)-1,2,4-oxadiazol-3-yl)-4-methylpiperidine-1-carboxamide